6-chloro-N4-(3,5-difluoro-4-((3-methyl-1H-pyrrolo[2,3-b]pyridin-4-yl)oxy)phenyl)pyrimidine-2,4-diamine ClC1=CC(=NC(=N1)N)NC1=CC(=C(C(=C1)F)OC1=C2C(=NC=C1)NC=C2C)F